2-(pentylthio)benzonitrile C(CCCC)SC1=C(C#N)C=CC=C1